The molecule is an organic sodium salt having tetradecyl sulfate as the counterion. Used in the treatment of small uncomplicated varicose veins of the lower extremities that show simple dilation with competent valves. It has a role as a detergent and a sclerotherapy agent. It contains a tetradecyl sulfate. CCCCC(CC)CCC(CC(C)C)OS(=O)(=O)[O-].[Na+]